tert-butyl {2-[5-({[tert-butyl(dimethyl)silyl]oxy}methyl)-1H-pyrazol-1-yl]phenyl}quinolin-3-ylcarbamate [Si](C)(C)(C(C)(C)C)OCC1=CC=NN1C1=C(C=CC=C1)N(C(OC(C)(C)C)=O)C=1C=NC2=CC=CC=C2C1